CC1(CC(C1)NC1=NN2C(C=N1)=C(C=C2)C2=CC=C1C(=N2)N(C(=N1)C)CC(F)F)C N-(3,3-dimethylcyclobutyl)-5-(3-(2,2-difluoroethyl)-2-methyl-3H-imidazo[4,5-b]pyridin-5-yl)pyrrolo[2,1-f][1,2,4]triazin-2-amine